1-(cyclopentylmethyl)-4-[(3-ethyl-2-oxo-1,5-diaza-7-naphthyl)methyl]-2-piperazinone C1(CCCC1)CN1C(CN(CC1)CC1=CN=C2C=C(C(NC2=C1)=O)CC)=O